[N+](=O)([O-])C=1C=C(C=CC1NCCC1CCOCC1)S(=O)(=O)NC(C1=CC=CC=C1)=O N-((3-nitro-4-(((tetrahydro-2H-pyran-4-yl)ethyl)amino)phenyl)sulfonyl)benzamide